pyrrolo[2,1-c][1,2,4]triazol-3(2H)-one N1NC(N2C1=CC=C2)=O